trimethylolpropane Francium calcium [Ca].[Fr].C(O)C(CC)(CO)CO